ClC1=CC=C(C(=N1)C1=CC2=C(OCCN2)C=N1)F 6-chloro-3-fluoro-2-{1H,2H,3H-pyrido[3,4-b][1,4]oxazin-7-yl}pyridine